[2-(2,5-difluorophenyl)pyrrolidin-1-yl]-3-(5-methyl-1H-1,2,4-triazol-3-yl)pyrazolo[1,5-a]pyrimidine FC1=C(C=C(C=C1)F)C1N(CCC1)C1=NN2C(N=CC=C2)=C1C1=NNC(=N1)C